F[C@H]1CN(CC1)C1=CC=2N(C=C1)C=C(N2)C2=CC=C(C=C2)OC (R)-7-(3-fluoropyrrolidin-1-yl)-2-(4-methoxyphenyl)imidazo[1,2-a]pyridine